C(C\C=C/CC)OC1=CC=C(C=C1)CCC(C)=O (Z)-4-(4-(hex-3-en-1-yloxy)phenyl)butan-2-one